C(C)[C@@]1([C@@](CC=CC1)(C(=O)[O-])CCC)C(=O)[O-] trans-1-ethyl-2-propylcyclohex-4-ene-1,2-dicarboxylate